C(C)OBr.[P] phosphorus ethylbromooxide